tert-butyl (3-((S)-6,8-dichloro-1-methyl-3,4-dihydroisoquinolin-2(1H)-yl)-2-hydroxy-3-oxopropyl)carbamate ClC=1C=C2CCN([C@H](C2=C(C1)Cl)C)C(C(CNC(OC(C)(C)C)=O)O)=O